FC1=C(C=C(C=C1)C=1C=C2C(=NC1)NC(N2CC=2C=NC=C(C2)C)=O)C(F)(F)F 6-[4-fluoro-3-(trifluoromethyl)phenyl]-1-[(5-methyl-3-pyridyl)methyl]-3H-imidazo[4,5-b]pyridin-2-one